O1ON=CC=C1 oxaOxazine